ClC1=C(C)C(=CC=C1Cl)F 2,3-dichloro-6-fluorotoluene